O(C#N)C1=C(C=C(C=C1)C(C)(C)C1=CC(=C(C=C1)OC#N)C(C)C)C(C)C 2,2-bis(4-cyanato-3-isopropylphenyl)propane